C(C1CO1)N(CC1=CC(=CC=C1)CN(CC1CO1)CC1CO1)CC1CO1 N,N,N',N'-tetraglycidyl-m-xylylenediamine